C(C)OC(\C=C\C=1C=C2C=NNC2=CC1)=O.N1(CCNCC1)C1=NC=CN=C1C1=CC=C(C=C1)C(F)(F)F 2-(piperazin-1-yl)-3-(4-(trifluoromethyl)phenyl)pyrazine ethyl-(E)-3-(1H-indazol-5-yl)acrylate